C(C)(C)(C)OC(=O)N1C[C@@H](CC1)N(C)C=1C=CC=2N(C(C=C(N2)C2=CC(=C(C=C2)OC)F)=O)C1 (R)-3-((2-(3-fluoro-4-methoxyphenyl)-4-oxo-4H-pyrido[1,2-a]pyrimidin-7-yl)(methyl)amino)pyrrolidine-1-carboxylic acid tert-butyl ester